C(=O)N1CCN(CC1)C1=NC(=NC(=C1)NCC1=CC=C(C=C1)S(=O)(=O)C)NC=1SC(=C(N1)C)C(=O)OCC 2-[[4-(4-Formyl-1-piperazinyl)-6-[[[4-(methyl-sulfonyl)phenyl]methyl]amino]-2-pyrimidinyl]amino]-4-methyl-5-thiazolecarboxylic acid, ethyl ester